OC(C)C1=C(C=C(OCCOCCOCCNC(OCC2=CC=CC=C2)=O)C=C1)C(F)(F)F benzyl (2-(2-(2-(4-(1-hydroxyethyl)-3-(trifluoromethyl)phenoxy)ethoxy) ethoxyl)ethyl)carbamate